BrC=1C(=NC(=NC1)Cl)NCCCN(C(=O)C1CCC1)C N-(3-((5-bromo-2-chloropyrimidin-4-yl)amino)propyl)-N-methylcyclobutanamide